C(C)[C@@H]1C(N[C@H](C(N1)=O)[C@@H](C)O)=O (3R,6S)-3-ethyl-6-((R)-1-hydroxyethyl)piperazine-2,5-dione